C12COCCC2(C1)C1=CC=C2C(=N1)NC=C2C2=NCN(C=C2C(F)(F)F)[C@@H]2CNCCC2 4-(6-(3-oxabicyclo[4.1.0]hept-6-yl)-1H-pyrrolo[2,3-b]pyridin-3-yl)-N-((S)-piperidin-3-yl)-5-(trifluoromethyl)pyrimidin